methyl (R)-5-(3-cyclohexyl-7-fluoro-2-methyl-1,1-dioxido-5-phenyl-2,3,4,5-tetrahydrobenzo[f][1,2,5]thiadiazepin-8-yl)-3-fluorothiophene-2-carboxylate C1(CCCCC1)[C@H]1N(S(C2=C(N(C1)C1=CC=CC=C1)C=C(C(=C2)C2=CC(=C(S2)C(=O)OC)F)F)(=O)=O)C